C(#N)C1=C(N=C(S1)N(C1=C(N=C2N1C=C(C=C2)C=2C=NC(=NC2)C(=O)NC2CCN(CC2)C(=O)OC(C)(C)C)CC)C)C2=CC=C(C=C2)F tertbutyl 4-(5-(3-((5-cyano-4-(4-fluorophenyl)thiazol-2-yl)(methyl)amino)-2-ethylimidazo[1,2-a]pyridin-6-yl)pyrimidine-2-carboxamido)piperidine-1-carboxylate